1,1-Di-tert-butyl-2,3-dimethyl-siliren C(C)(C)(C)[Si]1(C(=C1C)C)C(C)(C)C